tri(4-fluorocyclohexyl)phosphine oxide FC1CCC(CC1)P(C1CCC(CC1)F)(C1CCC(CC1)F)=O